2,2-dimethyl-1,3-dioxane-5,5-dimethanol CC1(OCC(CO1)(CO)CO)C